C1(CC1)C=1SC2=C(N1)C=C(C(=C2C)O)[N+](=O)[O-] 2-cyclopropyl-7-methyl-5-nitrobenzo[d]thiazol-6-ol